FC=1C=C(CCN2[C@@H]([C@H]([C@@H]([C@H](C2)O)O)O)C)C=CC1F (2R,3R,4R,5S)-1-(3,4-difluorophenethyl)-2-methylpiperidine-3,4,5-triol